tert-butyl N-[2-carbamoyl-7-(2-pyridyl)-1-naphthyl]-N-(2-cyanoallyl)carbamate C(N)(=O)C1=C(C2=CC(=CC=C2C=C1)C1=NC=CC=C1)N(C(OC(C)(C)C)=O)CC(=C)C#N